2-(3-(cyclopropylmethyl)-5-(4-fluoro-3-(4-methylthiophen-2-yl)phenyl)-4-(3-fluoro-4-sulfamoylbenzyl)-1H-pyrazol-1-yl)thiazole-4-carboxylic acid C1(CC1)CC1=NN(C(=C1CC1=CC(=C(C=C1)S(N)(=O)=O)F)C1=CC(=C(C=C1)F)C=1SC=C(C1)C)C=1SC=C(N1)C(=O)O